1-(1,3-benzodioxol-5-yl)-N-methylpropan-2-amine hydrochloride Cl.O1COC2=C1C=CC(=C2)CC(C)NC